OCCOCCNC(COC1=C2C(N(C(C2=CC=C1)=O)C1C(N(C(CC1)=O)C)=O)=O)=O N-(2-(2-hydroxy-ethoxy)ethyl)-2-((2-(1-methyl-2,6-dioxopiperidin-3-yl)-1,3-dioxoisoindolin-4-yl)oxy)acetamide